C(CC)(=O)Cl 1-propanoylchloride